P(=O)([O-])([O-])[O-].[Fe+3].C1N(CCC2=CC=CC=C12)CC1=C2C(=NC(=C1)C=1C=C3CN(C(C3=CC1)=O)C1C(NC(CC1)=O)=O)N(C=C2)C 3-(5-(4-((3,4-dihydroisoquinolin-2(1H)-yl)methyl)-1-methyl-1H-pyrrolo[2,3-b]pyridin-6-yl)-1-oxoisoindolin-2-yl)piperidine-2,6-dione iron phosphate